CC=1SC=2N3C(=NN=C3[C@@H](N=C(C2C1C)C1=CC=C(C=C1)C#CC1CC2(CN(C2)C(=O)OC(C)(C)C)C1)C)C tert-butyl 6-[2-[4-[(9S)-4,5,9,13-tetramethyl-3-thia-1,8,11,12-tetrazatricyclo[8.3.0.02,6]trideca-2(6),4,7,10,12-pentaen-7-yl]phenyl]ethynyl]-2-azaspiro[3.3]heptane-2-carboxylate